2-(2-(3-ethyl-5,6,7,8-tetrahydro-[1,2,4]triazolo[4,3-a]pyridin-6-yl)-2H-pyrazolo[3,4-b]pyrazin-6-yl)-3-methyl-5-(trifluoromethyl)phenol C(C)C1=NN=C2N1CC(CC2)N2N=C1N=C(C=NC1=C2)C2=C(C=C(C=C2C)C(F)(F)F)O